Cl.N1CCC(CC1)C1=CC=C(NN2CC(NC(C2)=O)=O)C=C1 4-(4-(4-Piperidyl)anilino)piperazine-2,6-dione hydrochloride